[N+](=O)([O-])C1=CC=C(C=2C1=NON2)NCCOCCNC(=O)C(CC)(CC)NC(OCC2C1=CC=CC=C1C=1C=CC=CC21)=O (9H-fluoren-9-yl)methyl (3-((2-(2-((7-nitrobenzo[c][1,2,5]oxadiazol-4-yl)amino)ethoxy)ethyl)carbamoyl)pentan-3-yl)carbamate